5-[trans-4-[2-cyano-4-(trifluoromethyl)phenoxy]-2-cyclopropylpiperidin-1-yl]-2'-ethoxy-N-[(3R)-1-methylpyrrolidin-3-yl]-[2,3'-bipyridine]-6-carboxamide C(#N)C1=C(O[C@H]2C[C@@H](N(CC2)C=2C=CC(=NC2C(=O)N[C@H]2CN(CC2)C)C=2C(=NC=CC2)OCC)C2CC2)C=CC(=C1)C(F)(F)F